N-(6-((5-bromo-2-((2-methoxy-5-methyl-4-morpholinophenyl)amino)pyrimidin-4-yl)amino)quinoxalin-5-yl)methanesulfonamide BrC=1C(=NC(=NC1)NC1=C(C=C(C(=C1)C)N1CCOCC1)OC)NC=1C(=C2N=CC=NC2=CC1)NS(=O)(=O)C